BrC1CC2(C1)CCN(CC2)C(=O)OC(C)(C)C tert-butyl 2-bromo-7-azaspiro[3.5]nonane-7-carboxylate